CC(C)(C)C1=C(OP2OCC3(CO2)COP(OC3)OC3=C(C=C(C=C3)C(C)(C)C)C(C)(C)C)C=CC(=C1)C(C)(C)C 3,9-bis[2,4-bis(1,1-dimethylethyl)phenoxy]-2,4,8,10-tetraoxa-3,9-diphosphaspiro[5.5]undecane